C1(C=CC(N1C1=C(C=CC=C1OC1=CC=C(C=C1)N1C(C=CC1=O)=O)OC1=CC=C(C=C1)N1C(C=CC1=O)=O)=O)=O maleimido-1,3-bis(4-maleimidophenoxy)benzene